tert-butyl (S)-(2-((4-ethyl-8-fluoro-4-hydroxy-3,14-dioxo-3,4,12,14-tetrahydro-1H-pyrano[3',4':6,7]indolizino[1,2-b]quinolin-9-yl)amino)-2-oxoethyl)carbamate C(C)[C@]1(C(OCC=2C(N3CC=4C(=NC=5C=C(C(=CC5C4)NC(CNC(OC(C)(C)C)=O)=O)F)C3=CC21)=O)=O)O